ClC=1C(=CC(=C(C(=O)NC2=C(C=CC=C2)C)C1)O[C@H](C(F)(F)F)C)N1N=C2N(CCCC2)C1=O 5-chloro-N-(2-methylphenyl)-4-(3-oxo-5,6,7,8-tetrahydro[1,2,4]triazolo[4,3-a]pyridin-2(3H)-yl)-2-{[(2S)-1,1,1-trifluoropropan-2-yl]oxy}benzamide